FC(C=1C=CC(=NC1)C=1C=2N(C3=CC=C(C=C3N1)N)C=CN2)(F)F 4-(5-(trifluoromethyl)pyridin-2-yl)imidazo[1,2-a]quinoxalin-7-amine